3-(5-(3-(hydroxymethyl)pyridin-2-yl)-1-oxoisoindolin-2-yl)piperidine-2,6-dione OCC=1C(=NC=CC1)C=1C=C2CN(C(C2=CC1)=O)C1C(NC(CC1)=O)=O